4,6-dibromo-2-(pyridin-4-yl)pyrimidin-5-amine BrC1=NC(=NC(=C1N)Br)C1=CC=NC=C1